N1=CC=C(C=C1)C=1C=C2C(=CN1)NC(C2)=O 5-(pyridin-4-yl)-1,3-dihydro-2H-pyrrolo[2,3-c]pyridin-2-one